(cyclobutylmethyl)-N-(2-hydroxypyridin-4-yl)-2H-indazole-3-carboxamide C1(CCC1)CN1N=C2C=CC=CC2=C1C(=O)NC1=CC(=NC=C1)O